CN1CCC(CC1)C(=O)O[C@](C(=O)NC=1C=NC(=C(C1)C(F)(F)F)C#N)(COC1=CC=C(C=C1)C#N)C (S)-1-((6-cyano-5-(trifluoromethyl)pyridin-3-yl)amino)-3-(4-cyanophenoxy)-2-methyl-1-oxopropan-2-yl 1-methylpiperidine-4-carboxylate